N[C@@H](CC1=CC=C(C=C1)O)C(=O)N[C@@H](CC(C)C)C(=O)NCC(=O)N[C@@H](CC(C)C)C(=O)N[C@@H](CCC(O)=O)C(=O)N[C@@H](CC(C)C)C(=O)N[C@@H](CCCNC(N)=N)C(=O)O L-tyrosyl-L-leucyl-glycyl-L-leucyl-L-alpha-glutamyl-L-leucyl-L-arginine